4-((2-methyloxetan-2-yl)methoxy)-2-(methylthio)-5-(trifluoromethyl)pyrimidine CC1(OCC1)COC1=NC(=NC=C1C(F)(F)F)SC